N-((cis)-3-(3-cyano-6-methylpyridin-2-yl)cyclobutyl)-1-((S or R)-1-(6-methyl-5-((1R,5S)-2-oxo-3-azabicyclo[3.1.0]hexan-3-yl)pyrazin-2-yl)ethyl)-1H-pyrazole-4-carboxamide C(#N)C=1C(=NC(=CC1)C)[C@H]1C[C@H](C1)NC(=O)C=1C=NN(C1)[C@@H](C)C1=NC(=C(N=C1)N1C([C@@H]2C[C@@H]2C1)=O)C |o1:21|